3-(4-chloro-3,5-dimethyl-pyrazol-1-yl)-N-(6-methoxy-3-pyridyl)-N-methyl-benzamide ClC=1C(=NN(C1C)C=1C=C(C(=O)N(C)C=2C=NC(=CC2)OC)C=CC1)C